N-cyclohexyl-8-methoxy-7-[3-(pyrrolidin-1-yl)propoxy]-1H,2H,3H-cyclopenta[c]quinolin-4-amine trifluoroacetate FC(C(=O)O)(F)F.C1(CCCCC1)NC1=NC=2C=C(C(=CC2C2=C1CCC2)OC)OCCCN2CCCC2